(R)-8-(7,7-difluoro-2-((2S,3R)-3-hydroxy-2-methylazetidin-1-yl)-6,7-dihydro-5H-cyclopenta[d]pyrimidin-4-yl)-2-(hydroxymethyl)-3,4-dihydrobenzo[f][1,4]oxazepin-5(2H)-one FC1(CCC2=C1N=C(N=C2C2=CC1=C(C(NC[C@@H](O1)CO)=O)C=C2)N2[C@H]([C@@H](C2)O)C)F